5-((1-(3-((4-fluoro-1-methylpyrrolidin-3-yl)oxy)phenyl)-1H-imidazol-4-yl)amino)pyrazine-2-carbonitrile FC1C(CN(C1)C)OC=1C=C(C=CC1)N1C=NC(=C1)NC=1N=CC(=NC1)C#N